N=CCCCCN=C=O iminopentyl isocyanate